N-(2-chloro-4-(trifluoromethyl)phenyl)-2-(6-(4-(2-(cyclopropanesulfonamido)benzoyl)piperazin-1-yl)-2-(dimethylamino)-5-ethyl-7-oxo-[1,2,4]triazolo[1,5-a]pyrimidin-4(7H)-yl)acetamide ClC1=C(C=CC(=C1)C(F)(F)F)NC(CN1C=2N(C(C(=C1CC)N1CCN(CC1)C(C1=C(C=CC=C1)NS(=O)(=O)C1CC1)=O)=O)N=C(N2)N(C)C)=O